(5r,6r,10bs)-6,9-difluoro-5-methyl-1,5,6,10b-tetrahydropyrrolo[2,1-a]isoquinolin-3(2H)-one F[C@H]1[C@H](N2[C@H](C3=CC(=CC=C13)F)CCC2=O)C